2-(4-fluorophenyl)-N3-(4-chlorobenzyl)quinoxaline-2,3-diamine FC1=CC=C(C=C1)C1(NC2=CC=CC=C2N=C1NCC1=CC=C(C=C1)Cl)N